7-((4-(4-fluorophenoxy)-butyryl)glycyl)-1,4-dioxa-7-azaspiro[4.4]nonane-8-carboxamide FC1=CC=C(OCCCC(=O)NCC(=O)N2CC3(OCCO3)CC2C(=O)N)C=C1